7-[[6-[(dimethylamino)-methyl]-5-tetrahydropyran-4-yl-2-pyridyl]amino]-4-imidazo[1,2-a]pyrazin-3-yl-isoindolin-1-one CN(C)CC1=C(C=CC(=N1)NC=1C=CC(=C2CNC(C12)=O)C1=CN=C2N1C=CN=C2)C2CCOCC2